N([O-])=NO hyponitrite